C(C)(C)(C)OC(=O)N=S(=O)(C)C=1C=CC2=C(C=C(S2)C(=O)OC)C1 methyl 5-(N-tert-butoxycarbonyl-S-methyl-sulfonimidoyl)benzothiophene-2-carboxylate